7-bromo-2,3,4,9-tetrahydro-1H-pyrido[3,4-b]indole BrC1=CC=C2C3=C(NC2=C1)CNCC3